C(=O)(OC(C)(C)C)C(C(O)(NC(=N)N)C(=O)OC(C)(C)C)CC di-Boc-guanidinobutanol